tert-butyl (cyanomethyl)(3,5-dichloro-4-(5-isopropyl-1-methyl-6-oxo-1,6-dihydropyridazine-3-carbonyl)phenyl)carbamate C(#N)CN(C(OC(C)(C)C)=O)C1=CC(=C(C(=C1)Cl)C(=O)C1=NN(C(C(=C1)C(C)C)=O)C)Cl